Methyl (2E)-4-[(tert-butoxycarbonyl)(methyl)amino]but-2-enoate C(C)(C)(C)OC(=O)N(C/C=C/C(=O)OC)C